COC=1C(=NC=CC1)NC(=S)C=1C(=NC=CC1C)C(N)=N ((3-methoxypyridin-2-yl)carbamothioyl)-4-methylpicolinimidamide